5-Hepten-2,3-dicarboxylic acid CC(C(CC=CC)C(=O)O)C(=O)O